C(C)(C)(C)OP(=O)(OC(C)(C)C)O[C@H]1CN(CC1)C(=O)OCC1=CC=CC=C1 Benzyl (3R)-3-[(di-tert-butoxyphosphoryl)oxy]pyrrolidine-1-carboxylate